acrylic acid-2-nitrobutyl ester [N+](=O)([O-])C(COC(C=C)=O)CC